dichloro-methyl-diethylamine ClC(C)(N(CC)C)Cl